ClC=1C(=CC2=C(NC(=N2)O[C@@H]2CO[C@H]3[C@@H]2OC[C@H]3O)C1)C1=CC=C(C=C1)C1=CC=C(C=C1)CN(C)CCOCCO (3R,3aR,6R,6aR)-6-((6-chloro-5-(4'-(((2-(2-hydroxyethoxy)ethyl)(methyl)amino)methyl)-[1,1'-biphenyl]-4-yl)-1H-benzo[d]imidazol-2-yl)oxy)hexahydrofuro[3,2-b]furan-3-ol